2-(4-Chloro-3'-(((2-cyclopentyl-1-oxoisoindolin-5-yl)oxy)methyl)-[1,1'-biphenyl]-3-yl)acetic acid ClC1=C(C=C(C=C1)C1=CC(=CC=C1)COC=1C=C2CN(C(C2=CC1)=O)C1CCCC1)CC(=O)O